ClC1=C(C=CC(=C1)N1C[C@@H](CC1)N(C)C)NC1=NC=C(C(=N1)C=1SC=C(C1)S(=O)(=O)C)C(F)(F)F (R)-N-(2-chloro-4-(3-(dimethylamino)pyrrolidin-1-yl)phenyl)-4-(4-(methylsulfonyl)thiophen-2-yl)-5-(trifluoromethyl)pyrimidin-2-amine